S1C(=NC2=C1C=CC=C2)NC(C2=CC=C(C=C2)C=O)=O N-(benzo[d]thiazol-2-yl)-4-formylbenzamide